N-(2-(hexahydropyrrolo[3,2-b]pyrrol-1(2H)-yl)-2-oxoethyl)-3-(trifluoromethyl)benzamide hydrochloride Cl.N1(C2C(CC1)NCC2)C(CNC(C2=CC(=CC=C2)C(F)(F)F)=O)=O